tert-butyl (S)-4-(5-cyano-2-iodophenyl)-3-methylpiperazine-1-carboxylate C(#N)C=1C=CC(=C(C1)N1[C@H](CN(CC1)C(=O)OC(C)(C)C)C)I